3-(4-iso-propylpiperazin-1-yl)-2-nitroaniline C(C)(C)N1CCN(CC1)C=1C(=C(N)C=CC1)[N+](=O)[O-]